3,5-di(behenyl)benzyl thiol C(CCCCCCCCCCCCCCCCCCCCC)C=1C=C(CS)C=C(C1)CCCCCCCCCCCCCCCCCCCCCC